(S)-N-ethyl-3-((R)-(((R or S)-2-(6-methoxypyridin-3-yl)propyl)amino)(phenyl)methyl)-2,3-dihydro-1H-pyrido[2,3-b][1,4]oxazine-7-carboxamide C(C)NC(=O)C1=CC2=C(O[C@@H](CN2)[C@@H](C2=CC=CC=C2)NC[C@H](C)C=2C=NC(=CC2)OC)N=C1 |o1:22|